SCC(=O)[O-].[In+3].SCC(=O)[O-].SCC(=O)[O-] indium mercaptoacetate